CC=1C(=NC=2C=C(C(NC2C1N1C(CNCC1)C(C)C1=C(C=CC=C1)C(F)(F)F)=O)C#N)C#N (3R)-3-methyl-4-{1-[2-(trifluoromethyl)phenyl]ethyl-piperazin-1-yl}-6-oxo-5,6-dihydro-1,5-naphthyridine-2,7-dicarbonitrile